acryloyloxyethylphthalic acid, 3-(2-carboxyethoxy)-3-oxopropyl ester C(C=C)(=O)OCCC1=C(C(C(=O)OCCC(=O)OCCC(=O)O)=CC=C1)C(=O)[O-]